N(=[N+]=[N-])CCC[C@]1([C@H]([C@H]([C@@H](O1)N1C(NC(C(=C1)C)=O)=O)O)OCC1=CC=CC=C1)COCC1=CC=CC=C1 1-{7-Azido-3-O-benzyl-4-[(benzyloxy)methyl]-5,6,7-trideoxy-α-L-lyxo-heptofuranosyl}-5-methylpyrimidine-2,4(1H,3H)-dione